FC(F)(F)OS(=O)(=O)C(CC=1N=NC2=CC(=C(C=C2C1OC1=CC=C(C=C1)[N+](=O)[O-])OC)OCC1CCN(CC1)S(N)(=O)=O)S(=O)(=O)OC(F)(F)F 6-methoxy-4-(4-nitrophenoxy)-7-((1-sulfamoylpiperidin-4-yl)methoxy)cinnolineethanedisulfonic acid bis(trifluoromethyl) ester